C(C)(C)C1=CC=C(CNCC(C)N)C=C1 N1-(4-isopropylbenzyl)propane-1,2-diamine